methyl (2R,3S,4S,5R)-3-(3,4-difluoro-2-methoxy-phenyl)-4,5-dimethyl-5-(trifluoromethyl)tetrahydrofuran-2-carboxylate FC=1C(=C(C=CC1F)[C@H]1[C@@H](O[C@]([C@H]1C)(C(F)(F)F)C)C(=O)OC)OC